5-methyl-spiro[6H-thieno[3,2-c]pyridin-7,1'-cyclopentane]-4-one CN1C(C2=C(SC=C2)C2(CCCC2)C1)=O